COC1=CC=C(C=C1)S(=O)(=O)C=1C=NC2=CC=C(C=C2C1NN1CCN(CC1)C)C(=O)NC1C(O[C@@H]([C@H]([C@@H]1O)O)CO)O 3-((4-methoxyphenyl)sulfonyl)-4-((4-methylpiperazin-1-yl)amino)-N-((4R,5S,6R)-2,4,5-trihydroxy-6-(hydroxymethyl)tetrahydro-2H-pyran-3-yl)quinoline-6-carboxamide